O=C1NC(CC[C@H]1NC1=C2CCC3(CCN(CC3)CC(=O)O)C2=CC=C1)=O |r| (±)-2-(4-((2,6-dioxopiperidin-3-yl)amino)-2,3-dihydrospiro[inden-1,4'-piperidin]-1'-yl)acetic acid